C1N(CC2=CC=CC=C12)C(CS(=O)(=O)C1=C(C=CC=C1)F)=O 1-(1,3-dihydro-2H-isoindol-2-yl)-2-[(2-fluorophenyl)sulfonyl]ethanone